O1CCN(CC1)C1=C(C(=O)N[C@@H](CCO[C@@H]2C[C@H](C2)CCC2=NC=3NCCCC3C=C2)C(=O)O)C=CC=C1 N-(2-morpholinobenzoyl)-O-(trans-3-(2-(5,6,7,8-tetrahydro-1,8-naphthyridin-2-yl)ethyl)cyclobutyl)homoserine